1,2,4-triamino-benzene NC1=C(C=C(C=C1)N)N